6-(3-methoxybenzyl)-4-methyl-2-(methylsulfonyl)-4,6-dihydro-5H-thiazolo[5',4':4,5]pyrrolo[2,3-d]pyridazin-5-one COC=1C=C(CN2N=CC3=C(C2=O)N(C2=C3SC(=N2)S(=O)(=O)C)C)C=CC1